ClCCCC(=O)N(C)C1=NC(=CC=C1)O 4-chloro-N-(6-hydroxypyridin-2-yl)-N-methylbutanamide